C(C)OC=1C=C(C=CC1)C(C)=O 1-(3-Ethoxyphenyl)-ethan-1-one